(2S,3S)-3-(4-chlorophenyl)-2-methyl-3-[(2-methylpropane-2-(R)-sulfinyl)amino]Propionic acid ClC1=CC=C(C=C1)[C@H]([C@@H](C(=O)O)C)NS(=O)C(C)(C)C